C1(CCCC1)N1C[C@H]([C@@H](CC1)N1N=CC(=C1)[N+](=O)[O-])F |r| (±)-(Trans)-1-cyclopentyl-3-fluoro-4-(4-nitro-1H-pyrazol-1-yl)piperidine